2-{6-[(3R)-3-(cyclobutylamino)-3-methylpyrrolidin-1-yl]pyridazin-3-yl}-5-(6-methoxypyrimidin-4-yl)phenol C1(CCC1)N[C@]1(CN(CC1)C1=CC=C(N=N1)C1=C(C=C(C=C1)C1=NC=NC(=C1)OC)O)C